2-[1-[2-[4-[4-(2,6-Dioxo-3-piperidinyl)-2,5-difluoro-phenyl]-1-piperidinyl]acetyl]-4-piperidinyl]-7-isopropoxy-N-pyrazolo[1,5-a]pyrimidin-3-yl-imidazo[1,2-a]pyridine-6-carboxamide O=C1NC(CCC1C1=CC(=C(C=C1F)C1CCN(CC1)CC(=O)N1CCC(CC1)C=1N=C2N(C=C(C(=C2)OC(C)C)C(=O)NC=2C=NN3C2N=CC=C3)C1)F)=O